Cl.[C@H]12CC(C[C@H](CC1)N2)OC2=CC(=C(C=O)C=C2)F 4-(((1R,5S)-8-azabicyclo[3.2.1]oct-3-yl)oxy)-2-fluorobenzaldehyde hydrochloride